p-(6-{[4-(2-amino-8-methoxy-4-quinazolinyl)-1H-1,2,3-triazol-1-yl]methyl}-2-pyridinyl)benzoic acid NC1=NC2=C(C=CC=C2C(=N1)C=1N=NN(C1)CC1=CC=CC(=N1)C1=CC=C(C(=O)O)C=C1)OC